FC(C1CN(CCC1)CC(=O)O)(F)F 2-(3-(trifluoromethyl)piperidin-1-yl)acetic acid